2,4,6-tris(4-aminophenyloxy)-1,3,5-triazine NC1=CC=C(C=C1)OC1=NC(=NC(=N1)OC1=CC=C(C=C1)N)OC1=CC=C(C=C1)N